3-[4-(4-amino-piperidin-1-yl)-7-chloro-3-(3-fluoro-5-methylphenyl)-cinnolin-6-yl]-5-fluoro-benzamide NC1CCN(CC1)C1=C(N=NC2=CC(=C(C=C12)C=1C=C(C(=O)N)C=C(C1)F)Cl)C1=CC(=CC(=C1)C)F